C(=C)CCCCCCCCCCCCCC[Si](C)(C)C vinyltetradecyltrimethylsilane